((3-(5-((1H-imidazol-1-yl)methyl)pyridin-2-yl)-5-isobutylthiophen-2-yl)sulfonyl)carbamate N1(C=NC=C1)CC=1C=CC(=NC1)C1=C(SC(=C1)CC(C)C)S(=O)(=O)NC([O-])=O